S1C=NC2=C1C=CC=C2CC(=O)NC2=NNC(=C2)[C@@H]2C[C@@H](CC2)CC(C)NC([O-])=O (1R,3S)-3-{3-[(1,3-benzothiazol-4-ylacetyl)amino]-1H-pyrazol-5-yl}cyclopentylpropan-2-ylcarbamate